BrC1=C(C=2C(=NC=C3C2C2(C(N3C)=O)CCCCC2)N1)C1=CC=CC=C1 2'-bromo-6'-methyl-1'-phenyl-3',6'-dihydro-7'H-spiro[cyclohexane-1,8'-dipyrrolo[2,3-b:3',2'-d]pyridin]-7'-one